C(CC(CCC#N)C#N)C#N 1,3,5-Pentanetricarbonitril